ClCC=1N=C(OC1)\C=C\C1=C(C=C(C=C1)OC(F)(F)F)F (E)-4-(chloromethyl)-2-(2-fluoro-4-(trifluoromethoxy)styryl)oxazole